5-Amino-3-(4-(2-((5-(bicyclo[2.2.1]heptan-2-yl)-1H-pyrazol-3-yl)amino)-2-oxoethyl)phenyl)-1-isopropyl-1H-pyrazole-4-carboxamide NC1=C(C(=NN1C(C)C)C1=CC=C(C=C1)CC(=O)NC1=NNC(=C1)C1C2CCC(C1)C2)C(=O)N